2-chloro-4-ethynyl-3,5,6-trifluorobenzyl (1R)-trans-3-[(Z)-(2-cyano-1-propenyl)]-2,2-dimethylcyclopropanecarboxylate C(#N)\C(=C/[C@H]1C([C@@H]1C(=O)OCC1=C(C(=C(C(=C1F)F)C#C)F)Cl)(C)C)\C